OC1(C(NC2=C(C=CC=C12)C(F)(F)F)=O)C1=CC=C(C=C1)OC(F)(F)F 3-hydroxy-3-(4-(trifluoromethoxy)phenyl)-7-(trifluoromethyl)indolin-2-one